N-{(1S)-1-Cyclohexyl-2-oxo-2-[(2-oxospiro[1H-indole-3,4'-oxane]-6-yl)amino]ethyl}-4-methyl-1,2,5-oxadiazole-3-carboxamide C1(CCCCC1)[C@@H](C(NC1=CC=C2C(=C1)NC(C21CCOCC1)=O)=O)NC(=O)C1=NON=C1C